3,4,5-Trihydroxy-6-Hydroxymethyl-Tetrahydro-Pyran OC1COC(C(C1O)O)CO